OC1=CC=C2C(=CC(OC2=C1)=O)CCC 7-hydroxy-4-propyl-2H-chromen-2-one